2-Ethylsulfanyl-4-bromo-6-methylaniline C(C)SC1=C(N)C(=CC(=C1)Br)C